4-[(5-pyrimidin-2-yl-tetrazol-1-yl)methyl]benzohydroxamic acid N1=C(N=CC=C1)C1=NN=NN1CC1=CC=C(C(=O)NO)C=C1